BrC1=CC=CC=2N(C(OC21)=O)COCC[Si](C)(C)C 7-bromo-3-(2-trimethylsilyl-ethoxymethyl)-3H-benzoxazol-2-one